7-(2-(4-(5-fluorobenzo[b]thiophen-7-yl)piperazin-1-yl)ethyl)-3,4-dihydroquinolin-2(1H)-one FC1=CC2=C(SC=C2)C(=C1)N1CCN(CC1)CCC1=CC=C2CCC(NC2=C1)=O